1,3-dibromo-5-fluoro-2-methoxybenzene BrC1=C(C(=CC(=C1)F)Br)OC